CSC1=C(C=CC=C1)S(=O)(=O)N1CCC(CC1)C(=O)N 1-[[2-(methylthio)phenyl]sulfonyl]-4-piperidinecarboxamide